CNS(=O)(=O)C[C@@H]1CC[C@H](CC1)N(C=1C2=C(N=CN1)NC=C2)C N-methyl-1-{trans-4-[methyl-(7H-pyrrolo[2,3-d]pyrimidin-4-yl)amino]cyclohexyl}methanesulfonamide